tert-Butyl N-[(1s,4s)-4-[2-(methylsulfanyl)-7-oxo-5-(trifluoromethanesulfonyloxy)pyrido[2,3-d]pyrimidin-8-yl]cyclohexyl]carbamate CSC=1N=CC2=C(N1)N(C(C=C2OS(=O)(=O)C(F)(F)F)=O)C2CCC(CC2)NC(OC(C)(C)C)=O